FC1=CC=C(C(=O)NCC2=NC(=NO2)C=2N(C3=CC=CC(=C3C2)NC2CCN(CC2)C)CC(F)(F)F)C=C1 4-fluoro-N-[(3-{4-[(1-methylpiperidin-4-yl)amino]-1-(2,2,2-trifluoroethyl)-1H-indol-2-yl}-1,2,4-oxadiazol-5-yl)methyl]benzamide